CC1(O[C@H]2[C@@H](O1)CC(C2)C(=O)OCC)C ethyl (3aR,5r,6aS)-2,2-dimethyltetrahydro-4H-cyclopenta[d][1,3]dioxole-5-carboxylate